N=C(C(C(C1=CC=CC=C1)=O)OC1=C(C=O)C=CC=C1)C1=CC=C(C=C1)C ((1-imino-3-oxo-3-phenyl-1-(p-tolyl)propan-2-yl)oxy)benzaldehyde